COC(=O)C1=C(C=NC2=CC=C(C=C12)F)C 3-methyl-6-fluoroquinoline-4-carboxylic acid methyl ester